C(CCCC)OC(CCCCCCC(C)OC(C)=O)OCCCCC 9,9-dipentyloxy-2-acetyloxynonane